3,5-difluoro-4-(((2-methyl-5-nitro-3-phenylpyridin-4-yl)amino)methyl)benzenesulfonamide aluminum acetate salt C(C)(=O)[O-].[Al+3].FC=1C=C(C=C(C1CNC1=C(C(=NC=C1[N+](=O)[O-])C)C1=CC=CC=C1)F)S(=O)(=O)N.C(C)(=O)[O-].C(C)(=O)[O-]